N-[(1R,4r)-4-{2-[(R)-2-(m-fluorophenyl)-2-hydroxyethylamino]-2-methylpropyl}cyclohexyl]-N-methylacetamide FC=1C=C(C=CC1)[C@H](CNC(CC1CCC(CC1)N(C(C)=O)C)(C)C)O